2-((3-(4-((5-(trifluoromethyl)pyrazin-2-yl)oxy)phenyl)-1,2,4-oxadiazol-5-yl)methyl)acrylic acid FC(C=1N=CC(=NC1)OC1=CC=C(C=C1)C1=NOC(=N1)CC(C(=O)O)=C)(F)F